CO[Si](OC)(OC)OC TetraMethylOrthoSilicate